C1(CC1)S(=O)(=O)N1N=CC(=C1)C1=NC=CC(=N1)NC1=NC=C(C(=C1)NC1CCC(CC1)(O)C)C1=NN(C=C1)CC(F)(F)F (1s,4s)-4-((2-((2-(1-(Cyclopropylsulfonyl)-1H-pyrazol-4-yl)pyrimidin-4-yl)amino)-5-(1-(2,2,2-trifluoroethyl)-1H-pyrazol-3-yl)pyridin-4-yl)amino)-1-methylcyclohexan-1-ol